N=1NN=NC1CCC1(CCC2=C(SC(=C2C(=O)OCC)NC(C)=O)C1=O)C1=CC=CC=C1 Ethyl 6-(2-(2H-tetrazol-5-yl)ethyl)-2-acetamido-7-oxo-6-phenyl-4,5,6,7-tetrahydrobenzo[b]thiophene-3-carboxylate